CN(C(CCCCC)N(C)C)C N,N,N',N'-tetramethyl-hexanediamine